C(C)(C)O[Al](OC(CCCCCCCCCCCCCCCCC)=O)OC(CCCCCCCCCCCCCCCCC)=O isopropoxydistearoyloxyaluminum